O1COC2=C1C=CC=C2CNCC2=CC(=NC=C2)N2CCC(CC2)(C)C N-(1,3-benzodioxol-4-ylmethyl)-1-[2-(4,4-dimethyl-1-piperidyl)-4-pyridyl]methanamin